octaenol C(=CCCCCCC)O